N1=CC=C(C=C1)C1(CC1)C(=O)O 1-(pyridin-4-yl)cyclopropane-1-carboxylic acid